FC(C=1C=C(C=CC1F)C=1C=C2C(=NC1)C=NN2CC(=O)N2C[C@@H](CC2)F)F (R,S)-2-[6-[3-(Difluoromethyl)-4-fluoro-phenyl]pyrazolo[4,3-b]pyridin-1-yl]-1-(3-fluoropyrrolidin-1-yl)ethanone